NC1=CC=CC(=N1)S(=O)(=O)NC(=O)C=1C(=NC(=CC1)C(C)(C)C)N1CCC(CC1)C(C)(C)O N-[(6-Amino-2-pyridyl)sulfonyl]-6-tert-butyl-2-[4-(1-hydroxy-1-methyl-ethyl)-1-piperidyl]pyridin-3-carboxamid